6-(3-(4-fluorophenyl)azetidin-1-yl)quinoline-4-carboxylic acid ethyl ester C(C)OC(=O)C1=CC=NC2=CC=C(C=C12)N1CC(C1)C1=CC=C(C=C1)F